2,4''-bis(bis(biphenyl-4-yl)amino)-1,1':4',1''-terphenyl C1(=CC=C(C=C1)N(C1=C(C=CC=C1)C1=CC=C(C=C1)C1=CC=C(C=C1)N(C1=CC=C(C=C1)C1=CC=CC=C1)C1=CC=C(C=C1)C1=CC=CC=C1)C1=CC=C(C=C1)C1=CC=CC=C1)C1=CC=CC=C1